C12(CC3CC(CC(C1)C3)C2)NCCCCCCCCC2=C3CN(C(C3=C(C=C2)F)=O)C2C(NC(CC2)=O)=O 3-(4-(8-((adamantan-1-yl)amino)octyl)-7-fluoro-1-oxo-isoindolin-2-yl)piperidine-2,6-dione